C(C)(C)(C)OC(=O)N1CC(CC1)C1=C(C(=CC=C1)C(=O)OC)F 3-(2-fluoro-3-(methoxycarbonyl)phenyl)pyrrolidine-1-carboxylic acid tert-butyl ester